N-(4-([1,2,4]triazolo[1,5-a]pyridin-7-yloxy)-2-fluoro-5-methylphenyl)-6-((3aS,6aS)-hexahydropyrrolo[3,4-b]pyrrol-5(1H)-yl)pyrido[3,2-d]pyrimidin-4-amine N=1C=NN2C1C=C(C=C2)OC2=CC(=C(C=C2C)NC=2C1=C(N=CN2)C=CC(=N1)N1C[C@H]2NCC[C@H]2C1)F